FC(C1=C(C=C2CCCN(C2=C1)C1=C2CN(CC2=CC(=C1)C1=CCC(CC1)O)C(C)=O)C=1C=NN(C1)C)F 1-(4-(7-(difluoromethyl)-6-(1-methyl-1H-pyrazol-4-yl)-3,4-Dihydroquinolin-1(2H)-yl)-6-(4-hydroxycyclohex-1-en-1-yl)isoindolin-2-yl)ethan-1-one